N-(6-amino-2,3-dihydrobenzofuran-5-yl)methanesulfonamide NC1=CC2=C(CCO2)C=C1NS(=O)(=O)C